N-METHYL-2-[METHYL(2-OXOETHYL)AMINO]ACETAMIDE CNC(CN(CC=O)C)=O